The molecule is a vanadium oxoanion in which a central vanadium is divalently bound to two oxygens and monovalently bound to a hydroxide. [O-][V](=O)=O